BrC1=CC=C2C=CC(=NC2=C1)[C@@H]1[C@H](C1)C1=NC=CC(=N1)C 7-bromo-2-((1S,2S)-2-(4-methylpyrimidin-2-yl)cyclopropyl)quinolin